(3S)-6-Chloro-2'-(3,4-difluorophenyl)-5'-(2,4-dimethoxypyrimidin-5-yl)-6'-(propan-2-yl)-1,2,3',5'-tetrahydro-2'H-spiro[indol-3,1'-pyrrolo[3,4-c]pyrrol]-2,3'-dion ClC1=CC=C2C(=C1)NC([C@]21N(C(C=2C1=C(N(C2)C=2C(=NC(=NC2)OC)OC)C(C)C)=O)C2=CC(=C(C=C2)F)F)=O